ethyl 2-((6-(4-fluorophenyl)-4-methylpyridazin-3-yl) methylamino)-2-oxoacetate FC1=CC=C(C=C1)C1=CC(=C(N=N1)CNC(C(=O)OCC)=O)C